(6-((R)-3-Aminopyrrolidin-1-yl)-5-fluoropyridin-2-yl)-4-(2-fluoro-6-methoxyphenyl)-2,3-dihydro-1H-pyrrolo[3,4-c]pyridin-1-one N[C@H]1CN(CC1)C1=C(C=CC(=N1)N1CC=2C(=NC=CC2C1=O)C1=C(C=CC=C1OC)F)F